benzofuran-2-carbonyl-5'-(3,5-difluorophenyl)tetrahydro-3'H-spiro[piperidine-4,2'-pyrrolo[2,1-b]oxazol]-3'-one O1C(=CC2=C1C=CC=C2)C(=O)C2(CCC1OC3(C(N12)=O)CCNCC3)C3=CC(=CC(=C3)F)F